FC=1C=C(C=CC1)NC(CN(C=1C2=C(N=C(N1)C1=NC=CC=C1)CCC2)C)=O N-(3-fluorophenyl)-2-{methyl[2-(pyridin-2-yl)-5H,6H,7H-cyclopenta[d]pyrimidin-4-yl]amino}acetamide